6-(beta-D-Glucopyranosyl)-5,7-dihydroxy-2-(4-hydroxyphenyl)-4H-1-benzopyran-4-one [C@@H]1([C@H](O)[C@@H](O)[C@H](O)[C@H](O1)CO)C=1C(=CC2=C(C(C=C(O2)C2=CC=C(C=C2)O)=O)C1O)O